C1(C=CC=C1)C(C1=CC=C(C=C1)[Si](CC)(CC)CC)C1=C(C=CC=2C3=CC=C(C=C3CC12)C(C)(C)C)C(C)(C)C cyclopentadienyl-(2,7-di-t-butylfluorenyl)dl-p-triethylsilanylphenylmethane